OC1(OC2=CC=CC=C2C(=C1NC(CC)=O)C1=CC=CC=C1)C(F)(F)F N-(2-Hydroxy-4-phenyl-2-(trifluoromethyl)-2H-chromen-3-yl)propionamide